3-(1-methyl-3-(morpholinomethyl)-1H-indol-5-yl)-5,6,7,8-tetrahydrobenzo[4,5]thieno[2,3-d]pyrimidine-2,4(1H,3H)-dione CN1C=C(C2=CC(=CC=C12)N1C(NC2=C(C1=O)C1=C(S2)CCCC1)=O)CN1CCOCC1